propan-2-yl 6-methyl-1-oxo-3,4-dihydro-2H-pyrrolo[1,2-a]pyrazine-7-carboxylate CC1=C(C=C2N1CCNC2=O)C(=O)OC(C)C